gamma-glycidoxybutyl-tripropoxysilane C(C1CO1)OC(CC[Si](OCCC)(OCCC)OCCC)C